BrC=1C=NC(=NC1)NC1CC2=CC=C(C=C2C1)C1CC1 5-bromo-N-(5-cyclopropyl-2,3-dihydro-1H-inden-2-yl)pyrimidin-2-amine